7-OCTADECENOIC ACID C(CCCCCC=CCCCCCCCCCC)(=O)O